OCCCCN(CCCCCCC(C(=O)[O-])(CCCCCCCC)CCCCCC)CCCCCCC(C(=O)[O-])(CCCCCCCC)CCCCCC (((4-Hydroxybutyl)azanediyl)bis(hexane-6,1-diyl)bis(2-hexyldecanoate))